COC1=C(CN2CC(NC(C2)(C)C)=O)C(=CC(=C1)C1=CN(C(C(=C1C)C)=O)C)OC 4-(2,6-dimethoxy-4-(1,4,5-trimethyl-6-oxo-1,6-dihydropyridin-3-yl)benzyl)-6,6-dimethylpiperazin-2-one